FC1(CC(C1)C(=O)N1CCC(CC1)C(C)N1C(=C(C2=CC=CC=C12)C(=O)NCC=1C(NC(=CC1SC)C)=O)C)F 1-(1-(1-(3,3-difluorocyclobutane-1-carbonyl)piperidin-4-yl)ethyl)-2-methyl-N-((6-methyl-4-(methylthio)-2-oxo-1,2-dihydropyridin-3-yl)methyl)-1H-indole-3-carboxamide